O=C1NC(CCC1C1=CC=C(C=C1)N1CCC(CC1)(C=O)F)=O [4-(2,6-Dioxopiperidin-3-yl)phenyl]-4-fluoropiperidine-4-carbaldehyde